Henicosyl L-phenylalaninate N[C@@H](CC1=CC=CC=C1)C(=O)OCCCCCCCCCCCCCCCCCCCCC